C1(CC1)C1=C(C(=NO1)C1=C(C=CC=C1Cl)Cl)CO[C@H]1[C@@H]2CN([C@H](C1)C2)C2=C(C=C(C(=O)NS(=O)(=O)CCOCCOCC)C=C2)F 4-((1S,4S,5R)-5-((5-cyclopropyl-3-(2,6-dichlorophenyl)isoxazol-4-yl)methoxy)-2-azabicyclo[2.2.1]heptan-2-yl)-N-((2-(2-ethoxyethoxy)ethyl)sulfonyl)-3-fluorobenzamide